ClC=1C(=C2C(=NC1C)ON=C2NC(=O)NC2=C(C=CC=C2)C(F)(F)F)C 1-(5-Chloro-4,6-dimethylisoxazolo[5,4-b]pyridin-3-yl)-3-(2-(trifluoromethyl)phenyl)urea